(1S)-1-(5-chloro-2-pyrimidin-2-yl-1,2,4-triazol-3-yl)ethylamine-hydrochloride Cl.ClC=1N=C(N(N1)C1=NC=CC=N1)[C@H](C)N